NC=1C=C(C=C(C1N)N)C1=CC=C(N)C=C1 3,5-Diaminobenzidine